1-(3,6-dihydro-2H-pyran-3-yl)-4-(3-fluorophenyl)-1H-1,2,3-triazole O1CC(C=CC1)N1N=NC(=C1)C1=CC(=CC=C1)F